COC(=O)C1=CC=2N(C=C1)C(=CN2)S(NC=2C(=NC(=C(C2)F)OCC(F)F)OC)(=O)=O 3-[[6-(2,2-difluoroethoxy)-5-fluoro-2-methoxy-3-pyridyl]sulfamoyl]imidazo[1,2-a]pyridine-7-carboxylic acid methyl ester